4-cyano-4'-undecylbiphenyl C(#N)C1=CC=C(C=C1)C1=CC=C(C=C1)CCCCCCCCCCC